[Br-].C(C)(C)(C)OC(C[Zn+])=O (2-(tert-butoxy)-2-oxoethyl)zinc(II) bromide